(2-(4-(tert-butyl)-2-iodophenoxy)-4-(trifluoromethyl)phenyl)acetamide C(C)(C)(C)C1=CC(=C(OC2=C(C=CC(=C2)C(F)(F)F)CC(=O)N)C=C1)I